N-(1H-pyrrolo[2,3-b]pyridin-6-yl)benzamide N1C=CC=2C1=NC(=CC2)NC(C2=CC=CC=C2)=O